tert-butyl 4-(4-bromobutoxy)piperidine-1-carboxylate BrCCCCOC1CCN(CC1)C(=O)OC(C)(C)C